N-(1-(3,4,5-trimethoxyphenyl)-1H-imidazol-4-yl)-1H-pyrazolo[3,4-d]pyrimidin-4-amine COC=1C=C(C=C(C1OC)OC)N1C=NC(=C1)NC1=C2C(=NC=N1)NN=C2